ClC1=NC2=CC=CC=C2C(=C1C(=O)OCC)Cl ethyl 2,4-dichloroquinoline-3-carboxylate